C[C@H](C(=O)O)O[C@H]1[C@@H]([C@H](OC([C@@H]1NC(=O)C)O)CO)O The molecule is the pyranose form of N-acetylmuramic acid. It derives from a 2-amino-3-O-[(R)-1-carboxyethyl]-2-deoxy-D-glucopyranose. It is a conjugate acid of a 2-acetamido-3-O-[(1R)-1-carboxylatoethyl]-2-deoxy-D-glucopyranose.